(R)-3-((R)-1-(3-aminophenyl)propyl)-4-hydroxy-6-phenethyl-6-propyl-5,6-dihydro-2H-pyran-2-one NC=1C=C(C=CC1)[C@@H](CC)C=1C(O[C@](CC1O)(CCC)CCC1=CC=CC=C1)=O